2-((1R,4R)-4-(cyclopropylmethoxy)cyclohexyl)-8-(trifluoromethyl)pyrido[4,3-d]pyrimidine-2,5-diamine C1(CC1)COC1CCC(CC1)C1(N=CC2=C(N1)C(=CN=C2N)C(F)(F)F)N